2-amino-N-(4-methoxyphenyl)-N-methylacetamide TFA salt OC(=O)C(F)(F)F.NCC(=O)N(C)C1=CC=C(C=C1)OC